CO[C@@H]1C[C@H](CC[C@H]1OCCOC)CCC (R)-1-((1S,3R,4R)-3-methoxy-4-(2-methoxyethoxy)cyclohexyl)propan